[4-(4-hydroxypiperidine-4-carbonyl)piperazin-1-yl]-[2-methyl-4-[[3-[1-methyl-3-(trifluoromethyl)pyrazol-4-yl]imidazo[1,2-a]pyrazin-8-yl]amino]phenyl]methanone OC1(CCNCC1)C(=O)N1CCN(CC1)C(=O)C1=C(C=C(C=C1)NC=1C=2N(C=CN1)C(=CN2)C=2C(=NN(C2)C)C(F)(F)F)C